4-chloro-α-bromoacetophenone C1=CC(=CC=C1C(=O)CBr)Cl